2-[2-methoxy-1-(methoxymethyl)ethyl]Furan COCC(COC)C=1OC=CC1